3-bromo-5-chloro-2-((1s,2s)-2-(methylamino)cyclohexyl)-N-(thiophen-2-ylmethyl)thieno[3,2-b]pyridin-7-amine BrC1=C(SC=2C1=NC(=CC2NCC=2SC=CC2)Cl)[C@@H]2[C@H](CCCC2)NC